2-(2-(2-Dimethylaminoethoxy)ethylmethylamino)ethanol CN(CCOCCN(CCO)C)C